8-Acrylamido-2-(4-phenoxyphenyl)-5,6-dihydro-4H-benzo[f]pyrazolo[1,5-a][1,3]diazepine-3-carboxamide C(C=C)(=O)NC=1C=CC2=C(CCNC=3N2N=C(C3C(=O)N)C3=CC=C(C=C3)OC3=CC=CC=C3)C1